(7R,14R)-1-(difluoromethoxy)-11-[2-(3-hydroxy-1,1-dioxidotetrahydrothiophen-3-yl)pyrimidin-5-yl]-6,7-dihydro-7,14-methanobenzimidazo[1,2-b][2,5]benzodiazocin-5(14H)-one FC(OC1=CC=CC=2C(N[C@H]3C=4N([C@@H](C21)C3)C3=C(N4)C=CC(=C3)C=3C=NC(=NC3)C3(CS(CC3)(=O)=O)O)=O)F